C(C1=CC=CC=C1)OCN1C(N(N=C(C1=O)NC(OC(C)(C)C)=O)C1=CC(=C(C(=C1)Cl)O)Cl)=O t-butyl N-[4-[(benzyloxy)methyl]-2-(3,5-dichloro-4-hydroxyphenyl)-3,5-dioxo-1,2,4-triazin-6-yl]carbamate